ClC=1C(=C(CN2CC3(CC2)CCN(CC3)C(=O)N3N=C(C=C3)C(=O)O)C=CC1)C(F)(F)F 1-(2-(3-chloro-2-(trifluoromethyl)benzyl)-2,8-diazaspiro[4.5]decane-8-carbonyl)-1H-pyrazole-3-carboxylic acid